2,2'-{[(4-methyl-1H-benzotriazol-1-yl)methyl]imino}bisethanol CC1=CC=CC=2N(N=NC21)CN(CCO)CCO